OC1=C(C=CC2=CC=CC=C12)C(=O)NN hydroxy-2-naphthoic hydrazide